1,1,3,3-tetrakis(mercaptoethylthio)propane SCCSC(CC(SCCS)SCCS)SCCS